isopropyl (S)-6-diazo-2-((S)-3-(4-fluorophenyl)-2-methoxypropanamido)-5-oxohexanoate [N+](=[N-])=CC(CC[C@@H](C(=O)OC(C)C)NC([C@H](CC1=CC=C(C=C1)F)OC)=O)=O